N[C@@H]1C2=CC=CC=C2CC12CCN(CC2)C=2NC(C1=C(N2)NN=C1C=1C=2C=CN(C2CCC1)C)=O (S)-6-(1-amino-1,3-dihydrospiro[indene-2,4'-piperidin]-1'-yl)-3-(1-methyl-6,7-dihydro-1H-indol-4-yl)-1,5-dihydro-4H-pyrazolo[3,4-d]pyrimidin-4-one